Cl.C(C)OC(=O)N1[C@H](COCC1)CN.[N+](=O)([O-])C1=C(C=CC(=C1)Br)NS(=O)(=O)N1CCOCC1 N-(2-nitro-4-bromophenyl)morpholine-4-sulfonamide (S)-ethyl-3-(amino-methyl)morpholine-4-carboxylate HCl salt